1,3-diethylhexanediol C(C)C(CC(CCC)CC)(O)O